4-(isopropylamino)-N-(3-(methylsulfonamido)propyl)-6-(1H-pyrazol-4-yl)quinoline-3-carboxamide C(C)(C)NC1=C(C=NC2=CC=C(C=C12)C=1C=NNC1)C(=O)NCCCNS(=O)(=O)C